ClC1=CC=C(NC2=C(C(=NC(=N2)C)N2CCC(CC2)(C(=O)N)OCC)[N+](=O)[O-])C=C1 1-[6-(4-chloroanilino)-2-methyl-5-nitro-pyrimidin-4-yl]-4-ethoxy-piperidine-4-carboxamide